The molecule is a tetrahydroxyflavone that is flavone substituted by hydroxy groups at positions 3, 5, 3' and 4' and methoxy groups at positions 6 and 7 respectively. It is a tetrahydroxyflavone, a dimethoxyflavone and a member of flavonols. It derives from a flavone. COC1=C(C(=C2C(=C1)OC(=C(C2=O)O)C3=CC(=C(C=C3)O)O)O)OC